2,2'-((piperazine-1,4-diylbis(ethane-2,1-diyl))bis(oxy))bis(ethan-1-amine) N1(CCN(CC1)CCOCCN)CCOCCN